2-((7-(7-chloro-4-((3S,5R)-5-(hydroxymethyl)pyrrolidin-3-yl)-3,4-dihydro-2H-benzo[b][1,4]oxazin-5-yl)thieno[3,2-b]pyridin-2-yl)methyl)-5-methylpyridazin-3(2H)-one, formic acid salt C(=O)O.ClC=1C=C(C2=C(OCCN2[C@@H]2CN[C@H](C2)CO)C1)C1=C2C(=NC=C1)C=C(S2)CN2N=CC(=CC2=O)C